((2R,4S)-2-(azidomethyl)-4-(4-(difluoromethoxy)-3-isopropoxyphenyl)pyrrolidin-1-yl)ethanone 7-oxo-4-thia-1-azabicyclo[3.2.0]heptane-3-carboxylate O=C1CC2SC(CN12)C(=O)O.N(=[N+]=[N-])C[C@@H]1N(C[C@@H](C1)C1=CC(=C(C=C1)OC(F)F)OC(C)C)C(C)=O